N-(5-Chloro-1H-pyrrolo[3,2-b]pyridine-3-yl)-1-[2-(dimethylamino)ethyl]-6-phenoxy-1H-benzo[d]imidazole-2-amine diformate C(=O)O.C(=O)O.ClC1=CC=C2C(=N1)C(=CN2)NC2=NC1=C(N2CCN(C)C)C=C(C=C1)OC1=CC=CC=C1